N-{1-(2,2-Dimethylcyclobutylidene)-2-oxo-2-[(2-oxo-spiro[1H-indole-3,4'-oxane]-6-yl)amino]ethyl}-2-methyl-pyrazole-3-carboxamide CC1(C(CC1)=C(C(NC1=CC=C2C(=C1)NC(C21CCOCC1)=O)=O)NC(=O)C=1N(N=CC1)C)C